1-(5-bromo-2-fluoropyridin-3-yl)-2-methylpropan-1-ol BrC=1C=C(C(=NC1)F)C(C(C)C)O